iodine 1-ethanol C(C)O.[I]